O'-(1,3-phenylene) di-tert-butyl di-terephthalate C(C1=CC=C(C(=O)OC(C)(C)C)C=C1)(=O)OC1=CC(=CC=C1)OC(C1=CC=C(C(=O)OC(C)(C)C)C=C1)=O